FC1=C(C=CC(=C1)C(F)(F)F)C=1C=2N(C3=CC=C(C=C3N1)NC(OC(C)(C)C)=O)C=CC2 tert-butyl (4-(2-fluoro-4-(trifluoromethyl)phenyl)pyrrolo[1,2-a]quinoxalin-7-yl)carbamate